ClC=1C(=C2N=C(N=C3C2=C(C(C[C@@H]2[C@@H]4CC[C@](CN32)(N4C(=O)OC(C)(C)C)F)=C)N1)SCC)F tert-butyl (5aR,6S,9S)-2-chloro-12-(ethylthio)-1,9-difluoro-4-methylene-4,5,5a,6,7,8,9,10-octahydro-3,10a,11,13,14-pentaaza-6,9-methanonaphtho[1,8-ab]heptalene-14-carboxylate